3-(6-(bis(octyloxy)phosphoryl)pyridin-2-yl)acrylic acid C(CCCCCCC)OP(=O)(OCCCCCCCC)C1=CC=CC(=N1)C=CC(=O)O